(S)-6-(2-chlorophenyl)-5-methyl-2-((3-methyl-4-(4-methylpiperazin-1-yl)phenyl)amino)-8-(1-propionylpiperidin-3-yl)pyrido[2,3-d]pyrimidin-7(8H)-one ClC1=C(C=CC=C1)C1=C(C2=C(N=C(N=C2)NC2=CC(=C(C=C2)N2CCN(CC2)C)C)N(C1=O)[C@@H]1CN(CCC1)C(CC)=O)C